1-(methoxyethoxy)propane COCCOCCC